6-methoxy-2-((R)-1-((R)-6-methyl-1,4-diazepan-1-yl)butyl)quinazolin-4(3H)-one COC=1C=C2C(NC(=NC2=CC1)[C@@H](CCC)N1CCNC[C@H](C1)C)=O